NCCNCC(CO)O 1-(aminoethylamino)-2,3-dihydroxypropane